BrCCOC1=CC=C(C=C1)B(O)O 4-(2-bromoethoxy)phenylboronic acid